(4-methyl-1-oxo-1-((1-oxo-3-(2-oxopyrrolidin-3-yl)propan-2-yl)amino)pentan-2-yl)carbamic acid CC(CC(C(NC(C=O)CC1C(NCC1)=O)=O)NC(O)=O)C